2,2-dibromo-3-nitrilopropionic acid amide BrC(C(=O)N)(C#N)Br